N[C@@H](CCSC)C(=O)O.N[C@@H](CCSC)C(=O)O.[Zn] zinc bis-methionine